C(C=C)(=O)NC(C(S(=O)(=O)O)C)C.C(C=C)(=O)O acrylic acid, 2-acrylamido-methylpropanesulfonic acid salt